N-[3-fluoro-5-(1,1,2,2,3,3,4,4-octafluorobutyl)pyridin-2-yl]-2-iodo-5-nitrobenzamide FC=1C(=NC=C(C1)C(C(C(C(F)F)(F)F)(F)F)(F)F)NC(C1=C(C=CC(=C1)[N+](=O)[O-])I)=O